(5-(4,4,5,5-tetramethyl-1,3,2-dioxaborolan-2-yl)-2,3,4,7-tetrahydro-1H-azepin-1-yl)ethan-1-one CC1(OB(OC1(C)C)C=1CCCN(CC1)C(C)=O)C